N-(tert-butoxy)carbonylpropargylamine C(C)(C)(C)OC(=O)NCC#C